4-nitrobenzo[c][1,2,5]Oxadiazole [N+](=O)([O-])C1=CC=CC2=NON=C21